2,2',3,3',5,5',6,6'-octafluoro-biphenyl FC1=C(C(=C(C=C1F)F)F)C1=C(C(=CC(=C1F)F)F)F